2,3-dimethyl-4-methanesulfonyl-bromobenzene tert-butyl-((3-bromo-1-methyl-1H-pyrazol-4-yl)methyl)(methyl)carbamate C(C)(C)(C)OC(N(C)CC=1C(=NN(C1)C)Br)=O.CC1=C(C=CC(=C1C)S(=O)(=O)C)Br